C(C)(C)(C)NC(O[C@H]1C[C@H](CC1)C1=CC(=NN1)NC1=NC=CC2=C1CCS2(=O)=O)=O (1R,3S)-3-(3-((1,1-dioxido-2,3-dihydrothieno[3,2-c]pyridin-4-yl)amino)-1H-pyrazol-5-yl)cyclopentyl tert-butylcarbamate